(4R)-4-(2-imino-4,4-dimethyl-6-oxo-hexahydropyrimidin-1-yl)-N-[(3S,4R)-3-methoxychroman-4-yl]chromane-6-carboxamide N=C1N(C(CC(N1)(C)C)=O)[C@@H]1CCOC2=CC=C(C=C12)C(=O)N[C@H]1[C@@H](COC2=CC=CC=C12)OC